P(=O)(OC[C@H]1O[C@H]([C@H]([C@@H]1O)O)N1C2=NC(=NC(=C2N=C1)N)F)(O)O ((2R,3S,4S,5R)-5-(6-amino-2-fluoro-9H-purin-9-yl)-3,4-dihydroxytetrahydrofuran-2-yl)methyl dihydrogen phosphate